OC1(C[C@H](N)C(=O)O)CC=CC=C1 1-hydroxyphenylalanine